Dispiro[1,3-benzodioxole-2,2'-benzo[1,2-d:4,5-d']bis[1,3]dioxole-6',2''-[1,3]benzodioxole] O1C2(OC3=C1C=CC=C3)OC=3C(O2)=CC2=C(OC1(O2)OC2=C(O1)C=CC=C2)C3